3-(4-diethoxyphosphorylphenyl)-N-[4-(pentafluorosulfanyl)phenyl]pyrazin-2-amine C(C)OP(=O)(OCC)C1=CC=C(C=C1)C=1C(=NC=CN1)NC1=CC=C(C=C1)S(F)(F)(F)(F)F